Cl.Cl.CN1CCC(CC1)C=O (1-methylpiperidin-4-yl)methanone dihydrochloride